4-(8-hydroxyoctyloxy)cinnamic acid ethyl ester C(C)OC(C=CC1=CC=C(C=C1)OCCCCCCCCO)=O